tert-butyl (12aR)-10-chloro-7,8-difluoro-9-iodo-6-oxo-3,4,12,12a-tetrahydro-6H-pyrazino[2,1-c][1,4]benzoxazepine-2(1H)-carboxylate ClC1=C(C(=C(C=2C(N3[C@@H](COC21)CN(CC3)C(=O)OC(C)(C)C)=O)F)F)I